4-(2-chloroethyl)pyrrolidine hydrochloride Cl.ClCCC1CCNC1